9'-((2-Chloro-4-phenoxyphenyl)(hydroxy)methyl)-1-methyl-4',7'-dihydrospiro[pyrrolidine-3,2'-pyrrolo[3',2':5,6]pyrido[3,4-b]pyrazin]-3'(1'H)-one ClC1=C(C=CC(=C1)OC1=CC=CC=C1)C(C1=CNC2=C1C1=C(NC(C3(N1)CN(CC3)C)=O)C=N2)O